Cl.CC=1C(=C(C=C(C1)C(F)(F)F)O)C1=CC2=C(N=N1)N(C=C2)[C@H]2CNCCC2 (R)-3-methyl-2-(7-(piperidin-3-yl)-7H-pyrrolo[2,3-c]pyridazin-3-yl)-5-(trifluoromethyl)phenol, hydrochloride